7-Chloro-5-(2-fluorophenyl)-3-methyl-2,3-dihydro-1H-1,4-benzodiazepine-2-thione ClC=1C=CC2=C(C(=NC(C(N2)=S)C)C2=C(C=CC=C2)F)C1